8-cyclopentyl-N-methyl-6,9-dioxo-5-(4-(trifluoromethyl)benzyl)-2,5,8-triazaspiro[3.5]nonane-2-carboxamide C1(CCCC1)N1CC(N(C2(CN(C2)C(=O)NC)C1=O)CC1=CC=C(C=C1)C(F)(F)F)=O